methyl (S)-2-((S)-2-(((1-(3-methoxybenzyl)cyclopropoxy)carbonyl)amino)-4-methylpentanamido)-3-((S)-2-oxopyrrolidin-3-yl)propanoate COC=1C=C(CC2(CC2)OC(=O)N[C@H](C(=O)N[C@H](C(=O)OC)C[C@H]2C(NCC2)=O)CC(C)C)C=CC1